C(C1=CC=CC=C1)OC1=C2CCN(CC2=C(C=C1)Br)C(=O)OC(C)(C)C tert-butyl 5-(benzyloxy)-8-bromo-3,4-dihydroisoquinoline-2(1H)-carboxylate